BrC1=CN=C(C(=N1)NS(=O)(=O)C)OCCCN(C)C N-(6-Bromo-3-(3-(dimethylamino)propoxy)pyrazin-2-yl)methanesulfonamide